Water (Format) C(=O)O.O